ClC1=C(C(=O)O)C=C(C=C1)N(C)C1=NOC(C1)(C(F)(F)F)C1=CC(=CC(=C1)Cl)Cl 2-chloro-5-[[5-(3,5-dichlorophenyl)-5-(trifluoromethyl)-4H-isoxazol-3-yl]-methyl-amino]benzoic acid